ClC=1C(=NC=CC1B(O)O)C1CC1 (3-chloro-2-cyclopropyl-4-pyridinyl)boronic acid